5-(hydroxymethyl)-1-methylpyrrolidin-2-one OCC1CCC(N1C)=O